BrC1=C2C(C(NC2=C(C=C1)F)=O)=O 4-bromo-7-fluoro-1H-indole-2,3-dione